3-((1-(3-oxabicyclo[3.1.0]hexan-6-yl)-5-methyl-4-nitro-1H-pyrazol-3-yl)oxy)propan-1-ol C12COCC2C1N1N=C(C(=C1C)[N+](=O)[O-])OCCCO